ethyl 3-(3-(4-chloro-3-oxobutan-2-yl)-2-fluorophenyl)propanoate ClCC(C(C)C=1C(=C(C=CC1)CCC(=O)OCC)F)=O